CC1(OC[C@@H]2[C@H](O1)C([C@H]([C@]1(O2)OCC(C1)C)O)N1N=NC(=C1)C1=CC(=C(C(=C1)F)F)F)C (2S,4a'R,7'R,8a'R)-2',2',4-trimethyl-8'-(4-(3,4,5-trifluorophenyl)-1H-1,2,3-triazol-1-yl)hexahydro-3H,4'H-spiro[furan-2,6'-pyrano[3,2-d][1,3]dioxine]-7'-ol